C(#N)C1=C(C=C(C=C1)C1=CC(=CC=2N1N=CN2)NC(=O)[C@H]2OCCC2)F (2S)-N-[5-(4-cyano-3-fluorophenyl)-[1,2,4]triazolo[1,5-a]pyridin-7-yl]oxolane-2-carboxamide